tert-butyl (4S)-4-(3,3-difluorobutyl)-2,2-dimethyl-1,3-oxazolidine-3-carboxylate FC(CC[C@@H]1N(C(OC1)(C)C)C(=O)OC(C)(C)C)(C)F